4-(2-(4-methoxyphenyl)propan-2-yl)phenol COC1=CC=C(C=C1)C(C)(C)C1=CC=C(C=C1)O